CC=1N=C(SC1C=1C=NN(C1)C(C)C)N 4-methyl-5-(1-isopropylpyrazol-4-yl)-1,3-thiazol-2-amine